ClC=1C=C(C=2N(N1)C=CN2)N2C(CC2)C2=CC=CC=C2 6-chloro-8-(2-phenylazetidin-1-yl)imidazo[1,2-b]pyridazine